COC(CN1CCN(CC1)C1=CC(=C(C=C1)C1=NC=CC(=C1)C1=CC=2C(NCCC2N1)=O)F)OC 2-[2-[4-[4-(2,2-dimethoxyethyl)piperazin-1-yl]-2-fluoro-phenyl]-4-pyridyl]-1,5,6,7-tetrahydropyrrolo[3,2-c]pyridin-4-one